CN(C1=CC=CC(=N1)[C@@H](C)NC(C)=O)C N-[(1R)-1-[6-(dimethylamino)pyridin-2-yl]ethyl]acetamide